NC1=CC=C(OCCO)C=C1 2-(4-Aminophenoxy)ethane-1-ol